NC1=CC=C(C=C1)C=1C2=CC=CC=C2C(=C2C=CC=CC12)C1=CC=C(C=C1)N 9,10-bis(4-aminophenyl)anthracene